C(C)(C)(C)OC(=O)N1CC(C(CC1)(F)F)C=1C=NC(=C(C1)C(C)=O)OC 3-(5-acetyl-6-methoxypyridin-3-yl)-4,4-difluoropiperidine-1-carboxylic acid tert-butyl ester